C1(=CC=CC=C1)C1=CC(=CC(=C1)C1=CC=CC=C1)C1=CC=CC=C1 ls-1,3,5-triphenylbenzene